[C-]#N.C(CCCCCCCCCC)[NH+]1CCCC1 N-undecyl-pyrrolidinium cyanide